O=C1N(CCC(N1)=O)N1C(C2=CC=C(C=C2C1=O)CN1CCN(CC1)C1=CC=C(C=C1)C(F)(F)F)=O 2-(2,4-dioxotetrahydropyrimidin-1(2H)-yl)-5-((4-(4-(trifluoromethyl)phenyl)piperazin-1-yl)methyl)isoindoline-1,3-dione